4-amino-5-[(3,3-difluoroazetidin-1-yl)methyl]pyrrolo[2,1-f][1,2,4]triazin-7-yl-N-[(3R,4S)-4-fluoro-1-(3-methylbutanoyl)pyrrolidin-3-yl]benzamide NC1=NC=NN2C1=C(C=C2C2=C(C(=O)N[C@@H]1CN(C[C@@H]1F)C(CC(C)C)=O)C=CC=C2)CN2CC(C2)(F)F